(R)-5-(5-(1-(3,5-dichloro-2-fluoropyridin-4-yl)ethoxy)-1H-indazol-3-yl)-2-(3-hydroxyazetidin-1-yl)nicotinonitrile ClC=1C(=NC=C(C1[C@@H](C)OC=1C=C2C(=NNC2=CC1)C=1C=NC(=C(C#N)C1)N1CC(C1)O)Cl)F